1-(3-(4-methoxyphenyl)-1,2,4-oxadiazol-5-yl)-N-((5,6,7,8-tetrahydroquinolin-8-yl)methyl)piperidine-4-carboxamide COC1=CC=C(C=C1)C1=NOC(=N1)N1CCC(CC1)C(=O)NCC1CCCC=2C=CC=NC12